6-Chloro-1-(4-(trifluoromethyl)phenyl)-1H-indol-5-amine hydrochloride Cl.ClC1=C(C=C2C=CN(C2=C1)C1=CC=C(C=C1)C(F)(F)F)N